5-(4-amino-7-bromo-2-{4-[(2-fluoroacrylamido)]phenyl}-1-methylpyrrolo[3,2-c]pyridin-3-yl)-3-methoxy-N-(2,2,2-trifluoroethyl)pyridine-2-carboxamide NC1=NC=C(C2=C1C(=C(N2C)C2=CC=C(C=C2)NC(C(=C)F)=O)C=2C=C(C(=NC2)C(=O)NCC(F)(F)F)OC)Br